(N-(3-indolylethyl)glycine) N1C=C(C2=CC=CC=C12)CCNCC(=O)O